OC1CCN(CC1)C(=O)[O-] 4-hydroxypiperidine-1-Formate